C(C)(C)(C)OC(=O)N1CCC2(CC(C2)N2C=CC3=C(C=CC=C23)Br)CC1.C(#N)C(C)N1N=CC2=CC=C(C(=C12)OC)NC1=CC(=NC=C1C(=O)NC([2H])([2H])[2H])NC(=O)C1CC1 4-((1-(1-Cyanoethyl)-7-methoxy-1H-indazol-6-yl)amino)-6-(cyclopropanecarboxamido)-N-(methyl-d3)nicotinamide tert-butyl-2-(4-bromo-1H-indol-1-yl)-7-azaspiro[3.5]nonane-7-carboxylate